F[C@H]1C[C@H](N(C1)C(CN1C[C@H](CC1)N(C1=C2C=CC=NC2=C(C=C1)OC(F)(F)F)C)=O)C#N (2S,4S)-4-fluoro-1-[2-[(3S)-3-[methyl-[8-(trifluoromethoxy)-5-quinolyl]amino]pyrrolidin-1-yl]acetyl]pyrrolidine-2-carbonitrile